2-benzyl-7-fluoro-5-methyl-2,5-diazaspiro[3.4]octane C(C1=CC=CC=C1)N1CC2(C1)N(CC(C2)F)C